acrylic acid Isoamyl-acrylate C(CC(C)C)OC(C=C)=O.C(C=C)(=O)O